3-[(4R)-4-[2-[2-fluoro-5-[(4,6,7-trifluoro-1H-indol-5-yl)sulfanyl]phenyl]-1H-imidazol-4-yl]-4-methyl-chroman-8-yl]propanoic acid FC1=C(C=C(C=C1)SC=1C(=C2C=CNC2=C(C1F)F)F)C=1NC=C(N1)[C@@]1(CCOC2=C(C=CC=C12)CCC(=O)O)C